N-(6-bromo-8,9-dihydroimidazo[1',2':1,6]pyrido[2,3-d]pyrimidin-2-yl)methanesulfonamide glyceryl-undecylenate C(C(O)CO)OC(CCCCCCCCC=C)=O.BrC1=CC2=C(N=C(N=C2)NS(=O)(=O)C)N2C1=NCC2